(S)-N-((S)-1-(5-(2-(dimethylamino)-7-methoxyquinolin-6-yl)oxazol-2-yl)-7-oxononyl)-6-methyl-6-azaspiro[2.5]octane-1-carboxamide CN(C1=NC2=CC(=C(C=C2C=C1)C1=CN=C(O1)[C@H](CCCCCC(CC)=O)NC(=O)[C@H]1CC12CCN(CC2)C)OC)C